C(CCC)C=1C(=NC=CC1)C 3-butyl-methyl-pyridin